C(C=1C(=C(C(=CC1)C(C)(C)C)O)C(C)(C)C)C=1C(=C(C(=CC1)C(C)(C)C)O)C(C)(C)C methylene-bis(2,6-di-tert-butylphenol)